bis(3-aminopropyl)diethylenetriamine NCCCN(CCNCCN)CCCN